(3-methacryloyloxy-2-hydroxypropoxy)propylbis(trimethylsiloxy)methylsilane C(C(=C)C)(=O)OCC(COCCC[SiH2]C(O[Si](C)(C)C)O[Si](C)(C)C)O